C12CCCC(CCC1)B2OP(=O)(OB2C1CCCC2CCC1)OB1C2CCCC1CCC2 tris(9-borabicyclo[3.3.1]nonan-9-yl)phosphate